2-(difluoromethyl)-7-(3-methoxy-2,6-dimethylphenyl)-6-((4-methoxybenzyl)amino)-2H-benzo[d][1,2,3]triazole-5-carbonitrile FC(N1N=C2C(=N1)C(=C(C(=C2)C#N)NCC2=CC=C(C=C2)OC)C2=C(C(=CC=C2C)OC)C)F